3-(1-[(Tert-butoxy)carbonyl]-4-[5-(pyridin-4-yl)-4H-1,2,4-triazol-3-yl]piperidin-4-ylamino)benzoic acid C(C)(C)(C)OC(=O)N1CCC(CC1)(C1=NN=C(N1)C1=CC=NC=C1)NC=1C=C(C(=O)O)C=CC1